4-(2-bromo-3-methoxybenzyl)-4-cyanopiperidine-1-carboxylic acid tert-butyl ester C(C)(C)(C)OC(=O)N1CCC(CC1)(C#N)CC1=C(C(=CC=C1)OC)Br